tert-butyl (((2S,4R)-5-chloro-4-(2,3-difluoro-6-(methylcarbamoyl)phenyl)-2-phenyl-2,3-dihydrobenzofuran-2-yl)methyl)carbamate ClC=1C=CC2=C(C[C@](O2)(C2=CC=CC=C2)CNC(OC(C)(C)C)=O)C1C1=C(C(=CC=C1C(NC)=O)F)F